2-(((S)-1-(1H-1,2,4-triazol-1-yl)propan-2-yl)oxy)-4-(2-((3-((2,5,8,11-tetraoxatetradecan-14-yl)oxy)-1-((1r,4r)-4-morpholinocyclohexyl)-1H-pyrazol-4-yl)amino)pyrimidin-5-yl)benzonitrile N1(N=CN=C1)C[C@H](C)OC1=C(C#N)C=CC(=C1)C=1C=NC(=NC1)NC=1C(=NN(C1)C1CCC(CC1)N1CCOCC1)OCCCOCCOCCOCCOC